3-[3-(1,3-dimethyl-1H-pyrazol-4-yl)-5-fluoropyridin-2-yl]-3-methoxy-5,5-dimethyl-6-oxocyclohex-1-ene-1-carbonitrile CN1N=C(C(=C1)C=1C(=NC=C(C1)F)C1(C=C(C(C(C1)(C)C)=O)C#N)OC)C